ethylidenebis(dihydro-4H-oxazine) C(C)(C1NOC=CC1)C1NOC=CC1